diethylene glycol di(methacrylate) C(C(=C)C)(=O)OCCOCCOC(C(=C)C)=O